2-(6-(((1R,4R,5R,6S)-6-fluoro-2-methyl-2-azabicyclo[2.2.1]heptan-5-yl)(methyl)amino)pyridazin-3-yl)-5-(2-(methoxy-d3)pyridin-4-yl)phenol F[C@@H]1[C@@H]([C@H]2CN([C@@H]1C2)C)N(C2=CC=C(N=N2)C2=C(C=C(C=C2)C2=CC(=NC=C2)OC([2H])([2H])[2H])O)C